(R)-4-(azetidin-2-yl)-N'-((1,2,3,5,6,7-hexahydro-s-indacen-4-yl)carbamoyl)benzenesulfonimidamide N1C(CC1)C1=CC=C(C=C1)[S@@](=O)(N)=NC(NC1=C2CCCC2=CC=2CCCC12)=O